6-(3-acetamidopyrrolidin-1-yl)pyridin-2-yl 3-(o-tolyl)propiolate C1(=C(C=CC=C1)C#CC(=O)OC1=NC(=CC=C1)N1CC(CC1)NC(C)=O)C